ClC=1C(=NC=CC1)C(=O)NC12C[C@H]3N([C@H](CC(C1)C3)C2)C2=NC=C(N=C2)C=2C=3N(C=C(C2)C=2C=NN(C2)C)N=CC3C#N 3-chloro-N-((1R,3S,5s,7s)-2-(5-(3-cyano-6-(1-methyl-1H-pyrazol-4-yl)pyrazolo[1,5-a]pyridin-4-yl)pyrazin-2-yl)-2-azaadamantan-5-yl)picolinamide